C(#C)C=1SC=C(N1)C(=O)N([C@H]1CN(CC1)CC(F)(F)F)C1=CC(=CC(=C1)C(F)(F)F)OC (R)-2-Ethynyl-N-(3-methoxy-5-(trifluoromethyl)phenyl)-N-(1-(2,2,2-trifluoroethyl)pyrrolidin-3-yl)thiazole-4-carboxamide